2-((1-(3-methylpyridin-2-yl)ethyl)((5-(trifluoromethyl)pyridin-2-yl)methyl)amino)-2-oxoacetic acid CC=1C(=NC=CC1)C(C)N(C(C(=O)O)=O)CC1=NC=C(C=C1)C(F)(F)F